C1(=CC=CC=C1)C=1C=C2C=NN(C2=C(C1)C(=O)N[C@@H](C)C1CCC(CC1)C(=O)O)CC1=CC(=CC=C1)C(F)(F)F (1S,4R)-4-((S)-1-(5-phenyl-1-(3-(trifluoromethyl)benzyl)-1H-indazole-7-amido)ethyl)cyclohexane-1-carboxylic acid